C(C)(C)(C)OC(=O)N1C[C@H]2N(C(O[C@H]2C1)=O)C=1C=C2C(=NC=NC2=CC1OC)NC1=C(C(=CC=C1)Cl)F (3aR,6aS)-3-(4-((3-chloro-2-fluorophenyl)amino)-7-methoxyquinazolin-6-yl)-2-oxotetrahydro-2H-pyrrolo[3,4-d]oxazol-5(3H)-carboxylic acid tert-butyl ester